C(C)(C)C1=C(C=CC=C1)C1=NC=C2NC(N(C2=N1)CC1=CC=C(C=C1)N1N=CC=C1C)=O 2-(2-isopropylphenyl)-9-(4-(5-methyl-1H-pyrazol-1-yl)benzyl)-7,9-dihydro-8H-purin-8-one